C(C)(C)(C)OC(NCC=1SC2=C(N1)C=CC(=C2)CCBr)=O ((6-(2-bromoethyl)benzo[d]thiazol-2-yl)methyl)carbamic acid tert-butyl ester